CN(C=1C=C2CN(C(C2=CC1)=O)C1C(NC(CC1)=O)=O)C1C(CCC1)NC 3-(5-(methyl(2-(methylamino)cyclopentyl)amino)-1-oxoisoindolin-2-yl)piperidine-2,6-dione